3-(1,2,3,5,6,7-hexahydro-s-indacen-4-yl)-1-[(1-methyl-1H-pyrazol-4-yl)[(1-methylpiperidin-4-yl)methyl]sulfamoyl]urea sodium salt [Na].C1CCC2=C(C=3CCCC3C=C12)NC(NS(N(CC1CCN(CC1)C)C=1C=NN(C1)C)(=O)=O)=O